tert-butyl 2-[({6-methoxy-5-[3-(morpholin-4-yl)propoxy]-1,3-benzothiazol-2-yl}methyl)carbamoyl]-2,3-dihydro-1H-indene-2-carboxylate COC1=CC2=C(N=C(S2)CNC(=O)C2(CC3=CC=CC=C3C2)C(=O)OC(C)(C)C)C=C1OCCCN1CCOCC1